triglycidyl-triethoxysilane C(C1CO1)C(CO[SiH](OCC)OCC)(CC1CO1)CC1CO1